ClC1=CC=C(C(=N1)C(=O)NS(=O)(=O)C)N[C@H](C)C=1C=C(C=C2C(C(=C(OC12)C1=C(C=CC=C1F)F)C)=O)C 6-Chloro-3-[[(1R)-1-[2-(2,6-difluorophenyl)-3,6-dimethyl-4-oxo-chromen-8-yl]ethyl]amino]-N-methylsulfonyl-pyridine-2-carboxamide